rac-5-fluoro-N-{[4-(3-fluorobicyclo[1.1.1]pentan-1-yl)-2,5-dioxoimidazolidin-4-yl]methyl}-4'-(trifluoromethyl)[biphenyl]-2-carboxamide FC1=CC=C(C(=C1)C1=CC=C(C=C1)C(F)(F)F)C(=O)NC[C@]1(NC(NC1=O)=O)C12CC(C1)(C2)F |r|